C1=C(C=CC2=CC=CC=C12)C(=O)NC=1SC2=C(N1)C=CC(=C2)C(=O)NCCCCCCNC(C2=CC=C(C=C2)CN2C1=NC(=NC(=C1N=C2O)N)OCCCC)=O 2-(2-naphthamido)-N-(6-(4-((6-amino-2-butoxy-8-hydroxy-9H-purin-9-yl)methyl)benzamido)hexyl)benzo[d]thiazole-6-carboxamide